(2-(3,5-dibromophenyl)ethene-1,1,2-triyl)tribenzene BrC=1C=C(C=C(C1)Br)C(=C(C1=CC=CC=C1)C1=CC=CC=C1)C1=CC=CC=C1